O1C=CC2=C1C=CC(=C2)N(C(OC(C)(C)C)=O)C tert-butyl benzofuran-5-yl(methyl)carbamate